methyl 1-[[(3R)-3-[6-(2-hydroxy-4,6-dimethyl-phenyl)pyrido[2,3-b]pyrazin-3-yl]-1-piperidyl]methyl]cyclohexanecarboxylate OC1=C(C(=CC(=C1)C)C)C=1C=CC=2C(=NC(=CN2)[C@H]2CN(CCC2)CC2(CCCCC2)C(=O)OC)N1